5-Amino-3-[4-[2-[[3-(2,2-dimethylpropyl)isoxazol-5-yl]amino]-1-methyl-2-oxo-ethyl]phenyl]-1-[1,2,2,2-tetradeuterio-1-(trideuteriomethyl)ethyl]pyrazole-4-carboxamide sodium cyanoborate B([O-])([O-])C#N.[Na+].NC1=C(C(=NN1C(C([2H])([2H])[2H])(C([2H])([2H])[2H])[2H])C1=CC=C(C=C1)C(C(=O)NC1=CC(=NO1)CC(C)(C)C)C)C(=O)N.[Na+]